COC(=O)NC1=CC=C(C=N1)C1=CN=C2N1C=C(C=C2)C(=O)N2CCCC=1C(=CC=CC21)C(=O)OC methyl 1-[3-[6-(methoxycarbonylamino)-3-pyridyl]imidazo[1,2-a]pyridine-6-carbonyl]-3,4-dihydro-2H-quinoline-5-carboxylate